FC(C=1N(C=C(N1)C=1C=CC(=NC1C)N[C@@H]1CN(CC1)C(CC1=CC(=C(C(=C1)F)F)F)=O)C)F 1-[(3S)-3-({5-[2-(difluoromethyl)-1-methyl-1H-imidazol-4-yl]-6-methylpyridin-2-yl}amino)pyrrolidin-1-yl]-2-(3,4,5-trifluorophenyl)ethan-1-one